4-((1H-pyrrol-2-yl)methylene)-2-(4-isobutylphenyl)oxazol-5(4H)-one N1C(=CC=C1)C=C1N=C(OC1=O)C1=CC=C(C=C1)CC(C)C